N-ethyl-2-(4-fluoro-1,6-dihydro-2H-furo[3,2-e]indol-8-yl)ethan-1-amine C(C)NCCC1=CNC2=CC(=C3C(=C12)CCO3)F